[Cl-].CN(C12CC3CC(CC(C1)C3)C2)C N,N-dimethyladamantaneamine chloride